7-(3-(5H-pyrido[4,3-b]indol-7-yl)propanamido)-N-(4-(N-(3-(3-chloro-10,11-dihydro-5H-dibenzo[b,f]azepin-5-yl)propyl)sulfamoyl)phenyl)heptanamide C1=NC=CC=2NC=3C=C(C=CC3C21)CCC(=O)NCCCCCCC(=O)NC2=CC=C(C=C2)S(NCCCN2C1=C(CCC3=C2C=CC=C3)C=CC(=C1)Cl)(=O)=O